(5-bromo-1-(4-(trifluoromethyl) phenyl)-1,2,3,4-tetrahydro-1,6-naphthyridin-3-yl) carbamate C(N)(OC1CN(C2=CC=NC(=C2C1)Br)C1=CC=C(C=C1)C(F)(F)F)=O